6-FLUORO-1-METHYL-1H-INDOL-2-YLBORONIC ACID FC1=CC=C2C=C(N(C2=C1)C)B(O)O